NC1=NC(NC=C1F)=O 4-Amino-5-fluoropyrimidin-2(1H)-one